BrC1=C(C=C(C=N1)CN1C[C@@H](CC1)O)F (R)-1-((6-Bromo-5-fluoropyridin-3-yl)methyl)pyrrolidin-3-ol